OC[C@H](C(=O)OCC1CCCC1)NC(=O)[C@H]1CCN(CC12CC2)C=2C1=C(N=CN2)NC=C1 Cyclopentylmethyl (2R)-3-hydroxy-2-[[(8S)-5-(7H-pyrrolo[2,3-d]pyrimidin-4-yl)-5-azaspiro[2.5]octane-8-carbonyl]amino]propanoate